COC=1C=C(C(C(=O)O)O)C=CC1OC 3,4-dimethoxymandelic acid